(2R,5S)-1-(1-(4-Chlorophenyl)-2-methylpropyl)-2,5-dimethylpiperazine dihydrochloride Cl.Cl.ClC1=CC=C(C=C1)C(C(C)C)N1[C@@H](CN[C@H](C1)C)C